CN1C(=NC2=C1C=CC=C2NC2COC1(CCC1)C2)N 1-methyl-N4-(5-oxaspiro[3.4]octan-7-yl)-1H-benzo[d]imidazole-2,4-diamine